tert-butyl N-[4-(4,4,5,5-tetramethyl-1,3,2-dioxaborolan-2-yl)-1,3-benzothiazol-2-yl]carbamate CC1(OB(OC1(C)C)C1=CC=CC2=C1N=C(S2)NC(OC(C)(C)C)=O)C